7'-[2,6-difluoro-4-[2-(3-pyridyl)ethynyl]phenyl]-3'-iodo-spiro[cyclopropane-1,5'-imidazo[1,2-a]imidazole]-6'-one FC1=C(C(=CC(=C1)C#CC=1C=NC=CC1)F)N1C(C2(N3C1=NC=C3I)CC2)=O